F[C@@H]1[C@@H](N(C[C@@H]1O)C([C@H](C(C)(SC(C1=CC=CC=C1)(C1=CC=CC=C1)C1=CC=CC=C1)C)NC(OCC1C2=CC=CC=C2C=2C=CC=CC12)=O)=O)C(NCC1=CC=C(C=C1)C1=C(N=CS1)C)=O (9H-fluoren-9-yl)methyl ((R)-1-((2S,3R,4S)-3-fluoro-4-hydroxy-2-((4-(4-methylthiazol-5-yl)benzyl)carbamoyl)pyrrolidin-1-yl)-3-methyl-1-oxo-3-(tritylthio)butan-2-yl)carbamate